C(C)(C)(C)OC(=O)N1C2(CC2)CN(CC1)C1=C2C(=NC=C1)NCC2.FC2=C(C=C(C(=O)N1CCN(CC1)C1=NC3=CC=CC=C3C(N1)=O)C=C2)C2=C(C=CC=C2)CO 2-[4-[4-Fluoro-3-[2-(hydroxymethyl)phenyl]benzoyl]piperazin-1-yl]-3H-quinazolin-4-one tert-butyl-7-(2,3-dihydro-1H-pyrrolo[2,3-b]pyridin-4-yl)-4,7-diazaspiro[2.5]octane-4-carboxylate